tert-butyl (3S,8aS)-7-oxo-3-(4-(trifluoromethyl)benzyl)hexahydropyrrolo[1,2-a]pyrazine-2(1H)-carboxylate O=C1C[C@@H]2N(C[C@@H](N(C2)C(=O)OC(C)(C)C)CC2=CC=C(C=C2)C(F)(F)F)C1